1-Propanthiol C(CC)S